COC1=NC=C(C=N1)CNC1CCNCC1 N-((2-methoxypyrimidine-5-yl)methyl)piperidin-4-amine